C(C)(C)(C)OC(=O)N1C[C@@H](CC1)CC(=O)N(C)OC (3S)-3-{2-[methoxy(methyl)amino]-2-oxoethyl}pyrrolidine-1-carboxylic acid tert-butyl ester